methyl 3-(2-methoxyphenyl)pyridine-4-carboxylate COC1=C(C=CC=C1)C=1C=NC=CC1C(=O)OC